1-(6-((4-(2-cyano-6-(1H-pyrazol-1-yl)pyridin-3-yl)piperidin-1-yl)methyl)pyrimidin-4-yl)-3-ethylurea C(#N)C1=NC(=CC=C1C1CCN(CC1)CC1=CC(=NC=N1)NC(=O)NCC)N1N=CC=C1